CN(CC1=CC=CC=C1)C[C@@H](C1=CC(=CC=C1)C(F)(F)F)O (αR)-α-[[methyl-(phenylmethyl)amino]methyl]-3-(trifluoromethyl)benzyl alcohol